tert-butyl 2-[(4-cyclopropylphenyl)carbamoyl]-3,3-dimethyl-pyrrolidine-1-carboxylate C1(CC1)C1=CC=C(C=C1)NC(=O)C1N(CCC1(C)C)C(=O)OC(C)(C)C